tert-butyl 3-oxo-2-(2-(2,2,2-trifluoroethoxy)pyrimidin-5-yl)-2,8-diazaspiro[4.5]decane-8-carboxylate O=C1N(CC2(C1)CCN(CC2)C(=O)OC(C)(C)C)C=2C=NC(=NC2)OCC(F)(F)F